2-Fluoro-5-(6-(4-(methylsulfonyl)piperazin-1-yl)-1-(tetrahydro-2H-pyran-2-yl)-1H-pyrazolo[3,4-b]pyrazin-3-yl)-3-(trifluoromethyl)phenol FC1=C(C=C(C=C1C(F)(F)F)C1=NN(C2=NC(=CN=C21)N2CCN(CC2)S(=O)(=O)C)C2OCCCC2)O